N-(5-bromo-6-(hydroxymethyl)pyridin-2-yl)cyclopropanecarboxamide BrC=1C=CC(=NC1CO)NC(=O)C1CC1